NC1=NN2C(N=CC=C2)=C1C(=O)N[C@@H](C)C=1N(C(C2=C(C=CC=C2C1)C#CC=1N=C2N(N1)CCC2)=O)C2=CC=CC=C2 (S)-2-amino-N-(1-(8-((6,7-dihydro-5H-pyrrolo[1,2-b][1,2,4]triazole-2-yl)ethynyl)-1-oxo-2-phenyl-1,2-dihydroisoquinolin-3-yl)ethyl)pyrazolo[1,5-a]pyrimidine-3-carboxamide